(4-methyl-2-phenylpiperazin-1-yl)-[4-(1H-pyrazol-4-yl)-2-pyrrolidin-1-ylphenyl]methanone CN1CC(N(CC1)C(=O)C1=C(C=C(C=C1)C=1C=NNC1)N1CCCC1)C1=CC=CC=C1